(3-(trifluoromethyl)quinolin-6-yl)methanone FC(C=1C=NC2=CC=C(C=C2C1)C=O)(F)F